COC=1C(=CC=C2CN(C(C12)=O)C1C(NC(CC1)=O)=O)CNC=1OC(=NN1)C1=CC=C(C=C1)OC(F)(F)F 3-[7-methoxy-1-oxo-6-[[[5-[4-(trifluoromethoxy)phenyl]-1,3,4-oxadiazol-2-yl]amino]methyl]isoindolin-2-yl]piperidine-2,6-dione